ClC1=NC=C(C(=C1)N)C 2-CHLORO-5-METHYL-4-PYRIDINAMIN